C[Si](CC#CBr)(C)C 3-trimethylsilyl-bromopropyne